tert-butyl 2-[1-(3-chlorophenyl)pyrazol-3-yl]propanoate ClC=1C=C(C=CC1)N1N=C(C=C1)C(C(=O)OC(C)(C)C)C